3-chloro-N-(2-chloro-5-(1,3-dioxo-1,3,4,5,6,7-hexahydro-2H-isoindol-2-yl)-4-fluorophenyl)-2,2-dimethylpropanamide ClCC(C(=O)NC1=C(C=C(C(=C1)N1C(C=2CCCCC2C1=O)=O)F)Cl)(C)C